C1CC[C@@H]([C@H](C1)O)O (1S,2S)-trans-1,2-cyclohexanediol